FC(C(=O)O)(F)F.FC(C(=O)O)(F)F.NC1=CC=C(C(=N1)C)CNC([C@H](C)NC(=O)[C@@H]1NCC(C1)(CC1=CC=C(C=C1)F)CC1=CC=C(C=C1)F)=O (R)-N-((S)-1-(((6-amino-2-methylpyridin-3-yl)methyl)amino)-1-oxopropan-2-yl)-4,4-bis(4-fluorobenzyl)pyrrolidine-2-carboxamide di-trifluoroacetate